2,3-Hexandiol CC(C(CCC)O)O